2,3,4,5-tetrahydrobenzo[f][1,4]oxazepin O1CCNCC2=C1C=CC=C2